FC1=CC=C(C=C1)C=1SC(=CN1)C(=O)O 2-(4-fluorophenyl)thiazole-5-carboxylic acid